N=1C=NN2C1C=C(C=C2)OC2=C(C=C(C=C2)NC=2C1=C(N=CN2)C=CC(=N1)N1C(/C(/C(C1)C)=C/CN(C)C)=O)F (E)-1-(4-((4-([1,2,4]triazolo[1,5-a]pyridin-7-yloxy)-3-fluorophenyl)amino)pyrido[3,2-d]pyrimidin-6-yl)-3-(2-(dimethylamino)ethylidene)-4-methylpyrrolidin-2-one